3-difluoromethyl-1-methyl-N-(1,1,3-trimethylindan-4-yl)pyrazole-4-carboxamide trisec-butylborohydride C(C)(CC)[BH-](C(C)CC)C(C)CC.FC(C1=NN(C=C1C(=O)NC1=C2C(CC(C2=CC=C1)(C)C)C)C)F